N-(5-(5-(2-methyl-2-morpholinylpropoxy)benzo[d]oxazol-2-yl)-8-(methylamino)-2,7-naphthyridin-3-yl)cyclopropanecarboxamide CC(COC=1C=CC2=C(N=C(O2)C2=C3C=C(N=CC3=C(N=C2)NC)NC(=O)C2CC2)C1)(C)N1CCOCC1